(piperidin-1-yl)propenamide N1(CCCCC1)C(C(=O)N)=C